C(C)C1(CCCC1)OC(=O)C1=CC=C(C=C1)C1C2C3C4C=CC(C3C(C1)C2)C4 8-(4-(1-ethylcyclopentyloxycarbonyl)phenyl)-tetracyclo[4.4.0.12,5.17,10]-3-dodecene